4-(3-bromoanilino)-2',4',7'-trimethyl-2',3'-dihydrospiro[cyclohexane-1,1'-indene]-4-carboxylic acid BrC=1C=C(NC2(CCC3(C(CC4=C(C=CC(=C34)C)C)C)CC2)C(=O)O)C=CC1